L-Proline, ethyl ester N1[C@@H](CCC1)C(=O)OCC